C1(CC1)C1=NC=NC(=C1C=1N=C(C2=C(N1)NCC=C2)OCC2=CC=C(C=C2)C=2N(C=C(N2)C(F)(F)F)CCO)OC 2-(2-(4-(((2-(4-cyclopropyl-6-methoxypyrimidin-5-yl)-7,8-dihydropyrido[2,3-d]pyrimidin-4-yl)oxy)methyl)phenyl)-4-(trifluoromethyl)-1H-imidazol-1-yl)ethan-1-ol